6-bromo-N2-(2,2-diethoxyethyl)-7-methoxy-N4-[(1R)-1-[3-(trifluoromethyl)phenyl]ethyl]quinazoline-2,4-diamine BrC=1C=C2C(=NC(=NC2=CC1OC)NCC(OCC)OCC)N[C@H](C)C1=CC(=CC=C1)C(F)(F)F